(R)-1-(1-acryloylpyrrolidin-3-yl)-3-(3-fluoro-4-(m-tolyloxy)phenyl)-1H-imidazo[4,5-c]pyridin-2(3H)-one C(C=C)(=O)N1C[C@@H](CC1)N1C(N(C=2C=NC=CC21)C2=CC(=C(C=C2)OC=2C=C(C=CC2)C)F)=O